COC=1C=C2C(N3C(=NC2=CC1)[C@H]1CCCN([C@@H]1CC3)C)=O |r| (±)-(4aR,13bS)-10-methoxy-4-methyl-1,2,3,4,4a,5,6,13b-octahydro-8H-[1,6]naphthyridino[5,6-b]quinazolin-8-one